C(C)(C)(C)OC(=O)N1C[C@@H]2N(CC[C@@H]2C1)C(NC1=C(C=C(C=C1)Cl)F)=O (3ar,6ar)-1-((4-chloro-2-fluorophenyl)carbamoyl)hexahydropyrrolo[3,4-b]Pyrrole-5(1H)-carboxylic acid tert-butyl ester